COC1CC(CN(C1)C(=O)OC(C)(C)C)C(=O)OC 1-(tert-butyl) 3-methyl 5-methoxypiperidine-1,3-dicarboxylate